4-Hydroxythieno[2,3-c]pyridine-5-carboxylic acid methyl ester COC(=O)C=1C(=C2C(=CN1)SC=C2)O